S(=O)(=O)=S.[Na] sodium sulfonyl sulfide